octenimine acetate C(C)(=O)O.C(C=CCCCCC)=N